methyl 3-(1-(4-methyl-4H-1,2,4-triazol-3-yl)propan-2-yl)benzoate CN1C(=NN=C1)CC(C)C=1C=C(C(=O)OC)C=CC1